α-propargylalanine C(C#C)[C@](N)(C)C(=O)O